3-Cyclopentyl-1-(1-(6,7-difluoro-3-methyl-4-oxo-3,4-dihydrophthalazin-1-yl)ethyl)-1-isobutylurea C1(CCCC1)NC(N(CC(C)C)C(C)C1=NN(C(C2=CC(=C(C=C12)F)F)=O)C)=O